C(#N)C1=CC(=C(COC2=CC=C3CCN(CC3=C2)CC2=NC3=C(N2C[C@H]2OCC2)C=C(C=C3)C(=O)OC)C=C1)F methyl (S)-2-((7-((4-cyano-2-fluorobenzyl) oxy)-3,4-dihydroisoquinolin-2(1H)-yl) methyl)-1-((oxetan-2-yl) methyl)-1H-benzo[d]imidazole-6-carboxylate